1-(3-((2-((3-methyl-1-(8-methyl-8-azabicyclo[3.2.1]octan-3-yl)-1H-pyrazol-4-yl)amino)-5-(trifluoromethyl)pyrimidin-4-yl)amino)propyl)piperidin-2-one CC1=NN(C=C1NC1=NC=C(C(=N1)NCCCN1C(CCCC1)=O)C(F)(F)F)C1CC2CCC(C1)N2C